OC=1C=CC(=NC1)N1CCN(CC1)C(CCC1=NC=CC=C1)=O 1-[4-(5-Hydroxypyridin-2-yl)-piperazin-1-yl]-3-pyridin-2-yl-propan-1-one